N-methyl-N-(4-((oxiran-2-ylmethyl)amino)phenyl)methanesulfonamide CN(S(=O)(=O)C)C1=CC=C(C=C1)NCC1OC1